N=1C=NN2C1C=CC(=C2)C2=CC(=NN2C2=NC(=CC=C2)C)CC(=O)NC2=CC=C(C=C2)N 5-([1,2,4]Triazolo[1,5-a]pyridin-6-yl)-N-(4-aminophenyl)-1-(6-methylpyridin-2-yl)-1H-pyrazol-3-carboxyamid